racemic-3-(4-fluoro-2-hydroxyphenyl)-4-methyl-4,5-dihydro-1H-pyrazole-1-carboximidamide FC1=CC(=C(C=C1)C1=NN(C[C@H]1C)C(N)=N)O |r|